4-((3R,5S)-3,5-dimethylpiperazin-1-yl)-N-(7-methoxy-2-methyl-[1,2,4]triazolo[1,5-a]pyridin-6-yl)-2,3-dihydro-1H-pyrrolo[2,3-b]pyridine-1-carboxamide C[C@@H]1CN(C[C@@H](N1)C)C1=C2C(=NC=C1)N(CC2)C(=O)NC=2C(=CC=1N(C2)N=C(N1)C)OC